ClC=1C=C(C(=C(C1)N(C=1C=C(C=CC1)C)C)C)N 5-chloro-N1,2-dimethyl-N1-(m-tolyl)benzene-1,3-diamine